ClC1=C(C(=NC=N1)NCC1=CC(=CC=C1)Cl)[N+](=O)[O-] 6-chloro-N-(3-chlorobenzyl)-5-nitropyrimidin-4-amine